C1(CC1)C1=C(C=NN1CC)S(=O)(=O)Cl 5-cyclopropyl-1-ethyl-1H-pyrazole-4-sulfonyl chloride